BrCC(=O)C=1C=C2CN(C(C2=CC1)=O)C1C(NC(CC1)=O)=O 3-(5-(2-BROMOACETYL)-1-OXOISOINDOLIN-2-YL)PIPERIDINE-2,6-DIONE